N-(2-morpholinobenzo[d]oxazol-6-yl)-1H-indazole-3-carboxamide O1CCN(CC1)C=1OC2=C(N1)C=CC(=C2)NC(=O)C2=NNC1=CC=CC=C21